6-chloro-7-(4-methyltriazol-2-yl)-1H-indole-3-sulfonyl chloride ClC1=CC=C2C(=CNC2=C1N1N=CC(=N1)C)S(=O)(=O)Cl